C(C)(C)(C)C1=CC=C(C=C1)OB(O)O (4-(tert-butyl)phenyl)boric acid